2-(6-(3-(methylsulfonamidomethyl)phenyl)-2-oxo-3-(phenethylamino)pyrazin-1(2H)-yl)acetic acid CS(=O)(=O)NCC=1C=C(C=CC1)C1=CN=C(C(N1CC(=O)O)=O)NCCC1=CC=CC=C1